NC=1C=C(C=CC1)C=1C(=C(C=2CC3=CC=CC=C3C2C1)C1=CC=CC=C1)C1=CC(=CC=C1)N bis(3-aminophenyl)phenylfluorene